4-bromo-5-fluoro-2-iodoaniline BrC1=CC(=C(N)C=C1F)I